(1-(naphthalen-1-yl)-1H-pyrazole-3,4-diyl)bis(benzophenone) C1(=CC=CC2=CC=CC=C12)N1N=C(C(=C1)C1=C(C(=O)C2=CC=CC=C2)C=CC=C1)C1=C(C(=O)C2=CC=CC=C2)C=CC=C1